3-chloro-2-(6-methoxy-1,7-naphthyridin-4-yl)-5H,6H,7H-pyrazolo[1,5-a]pyrazin-4-one ClC=1C(=NN2C1C(NCC2)=O)C2=CC=NC1=CN=C(C=C21)OC